Boc-hydroxyquinoline C(=O)(OC(C)(C)C)C=1C(=NC2=CC=CC=C2C1)O